(2S,3R)-2-(t-butoxycarbonylamino)-3-(2-nitropyridin-3-yloxy)butanoic acid C(C)(C)(C)OC(=O)N[C@H](C(=O)O)[C@@H](C)OC=1C(=NC=CC1)[N+](=O)[O-]